ClC1=NC=CC(=C1B1OC(C(O1)(C)C)C)C1OCCO1 2-[2-chloro-4-(1,3-dioxolan-2-yl)-3-pyridyl]-4,4,5-trimethyl-1,3,2-dioxaborolane